C[C@@]12CC(C[C@@](CC1)(N2)C)OC2=CC=C(N=N2)C2=NC=C(C=C2O)N2N=CC=N2 2-(6-{[(1S,3R,5R)-1,5-dimethyl-8-azabicyclo[3.2.1]oct-3-yl]oxy}pyridazin-3-yl)-5-(2H-1,2,3-triazol-2-yl)pyridin-3-ol